4-(2,6-dimethoxy-4-(1,4,5-trimethyl-6-oxo-1,6-dihydropyridin-3-yl)benzyl)piperazine COC1=C(CN2CCNCC2)C(=CC(=C1)C1=CN(C(C(=C1C)C)=O)C)OC